trans-N-(4-aminocyclohexyl)-2-(4-chlorophenoxy)acetamide 2,2,2-trifluoroacetate FC(C(=O)O)(F)F.N[C@@H]1CC[C@H](CC1)NC(COC1=CC=C(C=C1)Cl)=O